The molecule is an alpha-amino acid anion that is the conjugate base of citrulline, obtained by deprotonation of the carboxy group. It is a conjugate base of a citrulline. C(CC(C(=O)[O-])N)CNC(=O)N